1-phenyl-1H-tetrazol-5-thiol C1(=CC=CC=C1)N1N=NN=C1S